ethyl 2-[5-(4-fluorophenyl)-1-methyl-4-(pyridin-4-yl)-1H-pyrazol-3-yl]acetate FC1=CC=C(C=C1)C1=C(C(=NN1C)CC(=O)OCC)C1=CC=NC=C1